C(#N)C(=O)C1=C(SC2=C1C=CC(=C2CN(C)C)O)NC(C)=O N-{3-(cyanocarbonyl)-7-[(dimethylamino)methyl]-6-hydroxy-1-benzothien-2-yl}acetamide